O=C1NC(CCC1C1=CC=C(C=C1)C1CCN(CC1)C1CCN(CC1)CCCCC1=C2C(N(C(C2=CC=C1)=O)[C@H](CS(=O)(=O)C)C1=CC(=C(C=C1)OC)OCC)=O)=O 4-(4-(4-(4-(2,6-Dioxopiperidin-3-yl)phenyl)-[1,4'-bipiperidin]-1'-yl)butyl)-2-((S)-1-(3-ethoxy-4-methoxyphenyl)-2-(methylsulfonyl)ethyl)isoindoline-1,3-dione